ClC1=NC(=C2N=CN(C2=N1)[C@H]1[C@@H]([C@@H]([C@H](O1)CN(C(=O)CP(O)(=O)OCOC(=O)OCC)C)O)O)N[C@@H]1COCC1 [({[(2R,3S,4R,5R)-5-(2-chloro-6-{[(3S)-oxolan-3-yl]amino}-9H-purin-9-yl)-3,4-dihydroxyoxolan-2-yl]methyl}(methyl)carbamoyl)methyl]({[(ethoxycarbonyl)oxy]methoxy})phosphinic acid